1-(4-((5-(3-(2,2-difluoroethyl)-2-methyl-3H-imidazo[4,5-b]pyridin-5-yl)pyrrolo[2,1-f][1,2,4]triazin-2-yl)amino)piperidin-1-yl)-2-methylpropan-1-one FC(CN1C(=NC=2C1=NC(=CC2)C=2C=CN1N=C(N=CC12)NC1CCN(CC1)C(C(C)C)=O)C)F